(1R,2S)-2-[(4S)-4-[2-[5-[(6,7-difluoro-4-methylsulfanyl-1H-indol-5-yl)oxy]-2-fluoro-phenyl]-1H-imidazol-4-yl]-4-methyl-chroman-8-yl]cyclopropanecarboxylic acid FC1=C(C(=C2C=CNC2=C1F)SC)OC=1C=CC(=C(C1)C=1NC=C(N1)[C@]1(CCOC2=C(C=CC=C12)[C@@H]1[C@@H](C1)C(=O)O)C)F